(3-(difluoromethoxy)-5-methoxyphenyl)-N,7'-dimethyl-6'-(pyrimidin-2-yl)-3',4'-dihydro-1'H-spiro[pyrrolidine-3,2'-[1,8]naphthyridine]-1-carboxamide FC(OC=1C=C(C=C(C1)OC)N1C2(CCC3=CC(=C(N=C13)C)C1=NC=CC=N1)CN(CC2)C(=O)NC)F